2-(3-((2,2-dimethyl-1,3-dioxolan-4-yl)methyl)phenyl)-7-((2-ethoxy-2-oxoethyl)sulfonyl)-2,6,6-trimethylheptanoic acid CC1(OCC(O1)CC=1C=C(C=CC1)C(C(=O)O)(CCCC(CS(=O)(=O)CC(=O)OCC)(C)C)C)C